(3S,4S)-1-((1R,2R)-2-Methyl-cyclopentyl)-4-{[5-(2,4,6-trifluoro-phenyl)-isoxazole-3-carbonyl]-amino}piperidine-3-carboxylic acid (1-pyridin-2-yl-cyclopropyl)-amide N1=C(C=CC=C1)C1(CC1)NC(=O)[C@H]1CN(CC[C@@H]1NC(=O)C1=NOC(=C1)C1=C(C=C(C=C1F)F)F)[C@H]1[C@@H](CCC1)C